FC=1C=NN(C1)C1=CC=C(C=N1)[C@H](C)N1C(C(NC2(C1=C=O)CCN(CC2)C(=O)OC(C)(C)C)=C=O)(C)C tert-butyl (S)-4-(1-(6-(4-fluoro-1H-pyrazol-1-yl) pyridin-3-yl) ethyl)-3,3-dimethyl-2,5-dicarbonyl-1,4,9-triazaspiro[5.5]undecane-9-carboxylate